Cyclohepten-5-one oxime C1=CCCC(CC1)=NO